ClC=1C=CC(=C(C1)C1OP(OCC1)(=O)OC[C@H]1[C@@H]([C@H]([C@H](O1)N1C(NC(C(=C1)C)=O)=O)F)O)F 1-((2S,3R,4S,5S)-5-(((4-(5-Chloro-2-fluorophenyl)-2-oxido-1,3,2-dioxaphosphinan-2-yl)oxy)methyl)-3-fluoro-4-hydroxytetrahydrofuran-2-yl)-5-methylpyrimidine-2,4(1H,3H)-dione